[Cl-].C(CCCCCCCCC)N1CN(C=C1)C 1-decyl-3-methylimidazole chloride salt